OP(O)OP(O)O.P(O)(O)OP(O)O diphosphorous acid diphosphite